N1(CCC2=CC=CC=C12)C(\C=C\[C@H](CC(C)C)NC(=O)[C@H]1OCCCN(C1)C(=O)OC(C)(C)C)=O tert-Butyl (2S)-2-{[(2E,4S)-1-(2,3-dihydro-1H-indol-1-yl)-6-methyl-1-oxohept-2-en-4-yl]carbamoyl}-1,4-oxazepane-4-carboxylate